OC(C)C1=C(N=C(S1)C=1C=NN2C1C=CC(=C2)OCCN2CCOCC2)C2=CC(N(C=C2)CC(F)(F)F)=O 4-[5-(1-hydroxyethyl)-2-[6-(2-morpholin-4-yl-ethoxy)pyrazolo[1,5-a]pyridin-3-yl]-1,3-thiazol-4-yl]-1-(2,2,2-trifluoroethyl)pyridin-2-one